TERPINYL-ACETATE (2-(4-methyl-1-cyclohex-3-enyl) propan-2-yl acetate) CC1=CCC(CC1)C(C)(C)CC(=O)O.C12(C(CCC(C1(C)C)C2)(C)CC(=O)O)C21C(CCC(C2(C)C)C1)(C)C12C(CCC(C1(C)C)C2)C